4-(3-(5-(difluoromethyl)thiazol-2-yl)-6-(N-(1-(fluoromethyl)cyclopropyl)sulfamoyl)imidazo[1,5-a]pyridin-8-yl)-N,N-dimethylpiperazine-1-carboxamide FC(C1=CN=C(S1)C1=NC=C2N1C=C(C=C2N2CCN(CC2)C(=O)N(C)C)S(NC2(CC2)CF)(=O)=O)F